C(C)OC(CC=1C(N(N=CC1Cl)CC(=O)NC1=CC(=C(C=C1)C)S(NCCC1=NC=CC=C1)(=O)=O)=O)=O.CN1C(N=C2C=CC(=CC2=C1)C)C1=CC=CC=C1 3,6-dimethyl-2-phenyl-quinazoline ethyl-2-[5-chloro-2-[2-[4-methyl-3-[2-(2-pyridyl)ethylsulfamoyl]anilino]-2-oxo-ethyl]-3-oxo-pyridazin-4-yl]acetate